NC1=C2C(=NC=N1)N(N=C2C2=CC=C(C=C2)NC(=O)NC2=CC(=NO2)C(C)(C)C)C2CCOCC2 1-(4-(4-AMINO-1-(TETRAHYDRO-2H-PYRAN-4-YL)-1H-PYRAZOLO[3,4-D]PYRIMIDIN-3-YL)PHENYL)-3-(3-(TERT-BUTYL)ISOXAZOL-5-YL)UREA